2-bromo-1-(2,3-dihydrobenzofuran-2-yl)ethanone BrCC(=O)C1OC2=C(C1)C=CC=C2